N-((1-((2-(3,5-dichlorophenyl)-6-((6-(4-(4-(methylsulfonyl)butan-2-yl)piperazin-1-yl)pyridin-3-yl)oxy)pyridin-4-yl)methyl)piperidin-4-yl)methyl)acetamide ClC=1C=C(C=C(C1)Cl)C1=NC(=CC(=C1)CN1CCC(CC1)CNC(C)=O)OC=1C=NC(=CC1)N1CCN(CC1)C(C)CCS(=O)(=O)C